tert-butyl N-[3-ethyl-5-[[2-[(2S,5R)-5-methyl-2-(1H-thieno[3,2-c]pyrazol-5-yl)-1-piperidyl]-2-oxo-acetyl] amino]-2-pyridyl]carbamate C(C)C=1C(=NC=C(C1)NC(C(=O)N1[C@@H](CC[C@H](C1)C)C1=CC=2NN=CC2S1)=O)NC(OC(C)(C)C)=O